4-(3-(2-sulfamoylaminoethyl)azetidine-1-yl)-2-cyclopropyl-6,7-dimethoxyquinazoline S(N)(=O)(=O)NCCC1CN(C1)C1=NC(=NC2=CC(=C(C=C12)OC)OC)C1CC1